4-(difluoro(methoxy)methyl)aniline FC(C1=CC=C(N)C=C1)(OC)F